((6,6-dimethylbicyclo[3.1.1]heptan-3-yl)methyl)triethoxysilane CC1(C2CC(CC1C2)C[Si](OCC)(OCC)OCC)C